(2S,3S)-N-(3-bromo-4,5-difluorophenyl)-1-(2-((3,3-difluoro-1-(1H-1,2,3-triazol-4-yl)cyclobutyl)amino)-2-oxoacetyl)-2-methylpyrrolidine-3-carboxamide BrC=1C=C(C=C(C1F)F)NC(=O)[C@@H]1[C@@H](N(CC1)C(C(=O)NC1(CC(C1)(F)F)C=1N=NNC1)=O)C